6-bromo-1-methylindoline BrC1=CC=C2CCN(C2=C1)C